O=C1N([Na])S(=O)(=O)C2=CC=CC=C12 Sodium saccharin